C(C)(=O)OC(C1=C(C=CC=C1CC(=O)NCCC1=CC(=C(C=C1)OCC1=CC=CC=C1)OC([2H])([2H])[2H])OC)OCC1=CC=CC=C1 (Benzyloxy)-6-(2-((4-(benzyloxy)-3-(methoxy-d3) phenethyl) amino)-2-oxoethyl)-2-methoxybenzyl acetate